4-(3-((4-hydroxy-2-methylphenyl)amino)-1H-pyrazol-5-yl)-2-methylphenol OC1=CC(=C(C=C1)NC1=NNC(=C1)C1=CC(=C(C=C1)O)C)C